(R)-N-(4-((2-((5-(tert-butyl)-1-((tetrahydrofuran-3-yl)methyl)-1H-pyrazol-3-yl)amino)-1-methyl-1H-imidazo[4,5-b]pyridin-6-yl)oxy)pyridin-2-yl)acetamide C(C)(C)(C)C1=CC(=NN1C[C@@H]1COCC1)NC=1N(C=2C(=NC=C(C2)OC2=CC(=NC=C2)NC(C)=O)N1)C